NC1=CC=C(C(=N1)F)C=1CSC2=CC(=CC=C2C1C1=CC=C(C=C1)O[C@@H]1CN(CC1)CCCF)O 3-(6-amino-2-fluoro-3-pyridinyl)-4-[4-[(3S)-1-(3-fluoropropyl)pyrrolidin-3-yl]oxyphenyl]-2H-thiochromen-7-ol